N-(4-(5-(2-acetamidopyridin-4-yl)-2-(methylthio)-1-((2-(trimethylsilyl)ethoxy)methyl)-1H-imidazol-4-yl)-2,3-dihydro-1H-inden-1-yl)-2,6-difluorobenzamide C(C)(=O)NC1=NC=CC(=C1)C1=C(N=C(N1COCC[Si](C)(C)C)SC)C1=C2CCC(C2=CC=C1)NC(C1=C(C=CC=C1F)F)=O